COC=1C=C(C=CC1)N1N=CC=C1 1-(3-Methoxyphenyl)-1H-pyrazole